COC(=O)C=1N(C=C(C1)Br)CC(C)=O.Cl[Si](C)(C)C1C(=CC2=C(C=3CCCC3C=C12)C1=CC=C(C=C1)C(C)(C)C)C Chloro[2-methyl-4-(4-tert-butylphenyl)-1,5,6,7-tetrahydro-s-indacen-1-yl]dimethylsilane Methyl-4-bromo-1-(2-oxopropyl)-1H-pyrrole-2-carboxylate